CNC(=O)C=1N=NN(C1)CCCCC=1N=NC(=CC1)NC(CC1=CC(=CC=C1)N1CCCC1)=O N-methyl-1-(4-(6-(2-(3-(pyrrolidin-1-yl)phenyl)acetamido)pyridazin-3-yl)butyl)-1H-1,2,3-triazole-4-carboxamide